1,3-diphenyl-1H-pyrazole-5(4H)-one C1(=CC=CC=C1)N1N=C(CC1=O)C1=CC=CC=C1